NCC(=O)NCOCCC1=C(C=C(C=C1)[N+](=O)[O-])Cl 2-amino-N-[[2-(2-chloro-4-nitrophenyl)ethoxy]-methyl]acetamide